dioxaneAt O1C(COCC1)C(=O)[O-]